ClC1=CC2=C(NC(=N2)CNC=2C=3N(N=C(C2)N2CC(CC2)=O)C(=CN3)C(F)(F)F)C=C1Cl 1-(8-(((5,6-Dichloro-1H-benzo[d]imidazol-2-yl)methyl)amino)-3-(trifluoromethyl)imidazo[1,2-b]pyridazin-6-yl)pyrrolidin-3-one